BrC1=C(C[C@H]2C(NCCCCCCC[C@@H](C(N[C@H](C(N2C)=O)CC(C)C)=O)N(C([C@H](C2CC2)NC([O-])=O)=O)C)=O)C=C(C=C1)Cl ((S)-2-(((3S,6S,9S)-3-(2-bromo-5-chlorobenzyl)-6-isobutyl-4-methyl-2,5,8-trioxo-1,4,7-triazacyclohexadecan-9-yl)(methyl)amino)-1-cyclopropyl-2-oxoethyl)carbamate